7-bromo-1-methylisochroman-4-ol BrC1=CC=C2C(COC(C2=C1)C)O